OC1(CCC1)CN(C(=O)C=1C=NN2C1CN(CC2)C(=O)C=2NC1=CC=CC=C1C2)C N-[(1-hydroxycyclobutyl)methyl]-5-(1H-indole-2-carbonyl)-N-methyl-4H,5H,6H,7H-pyrazolo[1,5-a]pyrazine-3-carboxamide